(methylcyclopentadienyl)dichlorozirconium CC1(C=CC=C1)[Zr](Cl)Cl